C(CCCCCCCCCCC)OC=C dodecyl-(oxyethylen)